diethyl (S)-(1-amino-1'-(6-amino-5-((2-amino-3-chloropyridin-4-yl)thio)pyrazin-2-yl)-1,3-dihydrospiro[indene-2,4'-piperidin]-6-yl)phosphonate N[C@@H]1C2=CC(=CC=C2CC12CCN(CC2)C2=NC(=C(N=C2)SC2=C(C(=NC=C2)N)Cl)N)P(OCC)(OCC)=O